1-propanesulfonate Sodium [Na+].C(CC)S(=O)(=O)[O-]